R-3-[(benzo[d][1,3]dioxolan-4-yl)-oxy]-3-(4-fluorophenyl)-N,N-dimethylpropylamine O1COC2=C1C=CC=C2O[C@H](CCN(C)C)C2=CC=C(C=C2)F